CN1C(=C(C=CC1=O)C=1C=NC(=CC1)NC([C@H](C(C1=CC=CC=C1)C1=CC=CC=C1)NC(=O)C1=CC=NN1C)=O)C (S)-N-(1-((1',2'-dimethyl-6'-oxo-1',6'-dihydro-[3,3'-bipyridin]-6-yl)amino)-1-oxo-3,3-diphenylpropan-2-yl)-1-methyl-1H-pyrazole-5-carboxamide